FC(C1CC(C1)N)(F)F [3-(Trifluoromethyl)cyclobutyl]amine